C[C@@H]1CN(C[C@@H](N1C)C)C(=O)Cl (3R,5S)-3,4,5-trimethylpiperazine-1-carbonyl chloride